COC(=O)C1=CC2=C(N=C(N2C2CNC[C@@H]2OC)CC2=C(C=C(C(=C2)F)C2=NC(=CC=C2)OCC2=C(C=C(C=C2)C#N)F)F)C=C1 2-[[4-[6-[(4-cyano-2-fluoro-phenyl)methoxy]-2-pyridyl]-2,5-difluoro-phenyl]methyl]-3-[(4S)-4-methoxypyrrolidin-3-yl]benzimidazole-5-carboxylic acid methyl ester